C/C(=C\\CC/C(=C/COP(=O)([O-])OP(=O)([O-])[O-])/C)/CC/C=C(\\C)/CO The molecule is an organophosphate oxoanion obtained by deprotonation of the diphosphate OH groups of (2E,6E,10E)-omega-hydroxyfarnesyl diphosphate; major species at pH 7.3. It is a conjugate base of a (2E,6E,10E)-omega-hydroxyfarnesyl diphosphate.